tert-butyl-4-(4-(3-benzylthioureido) phenyl)-1H-pyrazole-1-carboxylate (tert-butyl 4-(4-(3-benzylthioureido) phenyl)-1H-pyrazole-1-carboxylate) C(C)(C)(C)C1=NN(C=C1C1=CC=C(C=C1)NC(=S)NCC1=CC=CC=C1)C(=O)O.C(C)(C)(C)OC(=O)N1N=CC(=C1)C1=CC=C(C=C1)NC(=S)NCC1=CC=CC=C1